(6-(2-chloro-5-fluorophenyl)-4-oxo-5,6-dihydro-4H-thieno[3,4-c]pyrrol-1-yl)-3-fluoro-5-(trifluoromethyl)benzamide ClC1=C(C=C(C=C1)F)C1NC(C=2C1=C(SC2)C2=C(C(=O)N)C=C(C=C2F)C(F)(F)F)=O